3-(bis(4-methoxybenzyl)amino)-7-fluoro-8-((triisopropylsilyl)ethynyl)isoquinolin-1-yl trifluoromethanesulfonate FC(S(=O)(=O)OC1=NC(=CC2=CC=C(C(=C12)C#C[Si](C(C)C)(C(C)C)C(C)C)F)N(CC1=CC=C(C=C1)OC)CC1=CC=C(C=C1)OC)(F)F